di-tert-butyl-(acetoxymethyl)malonate C(C)(C)(C)OC(C(C(=O)OC(C)(C)C)COC(C)=O)=O